C([C@@H]([C@H](CS)O)O)S L-1,4-dithiothreitol